(R)-4-ethoxy-N-(3-fluoro-4-((3-((1-methoxypropan-2-yl)-amino)-1H-pyrazolo-[3,4-b]pyridin-4-yl)-oxy)phenyl)-1-(4-fluorophenyl)-2-oxo-1,2-dihydropyridine-3-carboxamide C(C)OC1=C(C(N(C=C1)C1=CC=C(C=C1)F)=O)C(=O)NC1=CC(=C(C=C1)OC1=C2C(=NC=C1)NN=C2N[C@@H](COC)C)F